methyl N-[5-[6-[(2-fluoro-4-pyridyl)-methyl-carbamoyl]imidazo[1,2-a]pyridin-3-yl]-2-pyridyl]carbamate FC1=NC=CC(=C1)N(C(=O)C=1C=CC=2N(C1)C(=CN2)C=2C=CC(=NC2)NC(OC)=O)C